7,8-difluoro-2-(4-isobutoxybenzyl)-4-(1-methylpiperidin-4-yl)-1,2,4,5-tetrahydro-3H-benzo[e][1,3]diazepin-3-one FC1=CC2=C(CN(C(N(C2)C2CCN(CC2)C)=O)CC2=CC=C(C=C2)OCC(C)C)C=C1F